CC1[C@@H]2[C@H](OC(O1)C1=CC=CC=C1)[C@@H](C[C@@H](O2)C(=O)O)N2N=NC(=C2)C2=CC(=CC=C2)F.C(C)(C)(C)C=2C=C(C(O)=CC2)O 4-Tertiary Butyl-Catechol methyl-(4aR,6R,8R,8aR)-8-(4-(3-fluorophenyl)-1H-1,2,3-triazol-1-yl)-2-phenylhexahydropyrano[3,2-d][1,3]dioxine-6-carboxylate